methyl 2-(5-((2-fluorobenzyl)oxy)-2-methylpyrazolo[1,5-a]pyridine-3-carboxamido)-3-hydroxy-2-methylpropanoate FC1=C(COC2=CC=3N(C=C2)N=C(C3C(=O)NC(C(=O)OC)(CO)C)C)C=CC=C1